6-fluoro-7-(3-{[5-(methoxymethyl)-1-methyl-1H-pyrazol-3-yl]carbamoyl}azetidin-1-yl)-5-methyl-4-oxo-1-(1,3-thiazol-2-yl)-1,4-dihydro-1,8-naphthyridine-3-carboxylic acid FC=1C(=C2C(C(=CN(C2=NC1N1CC(C1)C(NC1=NN(C(=C1)COC)C)=O)C=1SC=CN1)C(=O)O)=O)C